C1CCC2=CC(=CC=C12)C=O INDAN-5-CARBALDEHYDE